BrC1=NC=C(C=C1NS(=O)(=O)C=1SC(=CC1)Cl)Cl 5-chloro-thiophene-2-sulfonic acid (2-bromo-5-chloro-pyridin-3-yl)-amide